4,6-difluoro-5-((trimethylsilyl)ethynyl)-1H-benzo[d]imidazole FC1=C(C(=CC=2NC=NC21)F)C#C[Si](C)(C)C